({[(2R,3S,4R,5R)-5-[6-(cyclopentylamino)-2-(2-methylphenyl)-9H-purin-9-yl]-3,4-dihydroxyoxocyclopent-2-yl]methoxy}methyl)phosphonic acid C1(CCCC1)NC1=C2N=CN(C2=NC(=N1)C1=C(C=CC=C1)C)[C@@H]1[C@H]([C@H]([C@H](C1=O)COCP(O)(O)=O)O)O